ClC=1C(=C(C=CC1F)[C@@H](NC(=O)N1[C@@H](C(NCC1)=O)C)C=1C=NC(=C(C1)F)OCC(F)(F)F)F (2R)-N-((S)-(3-chloro-2,4-difluorophenyl)(5-fluoro-6-(2,2,2-trifluoroethoxy)pyridin-3-yl)methyl)-2-methyl-3-oxopiperazine-1-carboxamide